Diisopentyl 9,9'-((4-((2-(4-(2-((4-(bis(2-hydroxy-7-isopropoxy-7-oxoheptyl)amino)-butanoyl)oxy)ethyl)piperazin-1-yl)ethyl)disulfaneyl)butyl)azanediyl)bis(8-hydroxynonanoate) OC(CN(CCCC(=O)OCCN1CCN(CC1)CCSSCCCCN(CC(CCCCCCC(=O)OCCC(C)C)O)CC(CCCCCCC(=O)OCCC(C)C)O)CC(CCCCC(OC(C)C)=O)O)CCCCC(=O)OC(C)C